C(#N)C1=CC=C(C=C1)CC(=O)NC1=CC(=C(C=C1)C1=C(C=CC=C1)NC(C=C)=O)C N-(4'-(2-(4-cyanophenyl)acetamido)-2'-methyl-[1,1'-biphenyl]-2-yl)acrylamide